ClC=1C=C(C=CC1F)NC(=O)C=1C(=C(N2CCCCC12)C(C(=O)NC(CO)(C)C)=O)C N-(3-chloro-4-fluorophenyl)-3-(2-((1-hydroxy-2-methylpropan-2-yl)amino)-2-oxoacetyl)-2-methyl-5,6,7,8-tetrahydroindolizine-1-carboxamide